8-Bromo-3-chlorophenazin-1-ol BrC1=CC=C2N=C3C=C(C=C(C3=NC2=C1)O)Cl